CC(=CCC1=C(C=C(C=2C(C[C@H](OC12)C1=CC=C(O)C=C1)=O)O)O)C 8-dimethylallylnaringenin